N-(2-(6-cyclopropoxy-2-fluoroquinolin-4-yl)ethyl)acetamide C1(CC1)OC=1C=C2C(=CC(=NC2=CC1)F)CCNC(C)=O